[Si](C)(C)(C(C)(C)C)OC[C@@H](CO)OCC=1C=C(C#N)C=C(C1)F (R)-3-(((1-((tert-butyldimethylsilyl)oxy)-3-hydroxypropan-2-yl)oxy)methyl)-5-fluorobenzonitrile